CCOC(=O)C1N(C2=CC=CC=C2C1)C(=O)OC(C)(C)C indoline-1,2-dicarboxylic acid 1-(tert-butyl) 2-ethyl ester